n-butyldi-1-bicyclo[2.2.2]octylphosphine palladium diacetate C(C)(=O)[O-].C(C)(=O)[O-].[Pd+2].C(CCC)P(C12CCC(CC1)CC2)C21CCC(CC2)CC1